C(C1=CC=CC=C1)OC1=CC(=C(C(=O)O)C=C1OCC1=CC=CC=C1)F 4,5-bis(benzyloxy)-2-fluorobenzoic acid